2-(4-fluorophenyl)-6,7-dihydropyrazolo[1,5-a]pyrazine-5(4H)-carboxylate FC1=CC=C(C=C1)C1=NN2C(CN(CC2)C(=O)[O-])=C1